C(C)(C)(C)OC(CN1CCN(CCN(CCN(CC1)CC(OC(C)(C)C)=O)CC(OC(C)(C)C)=O)CC(=O)N1CCN(CCN(CCNCC1)C(=O)[O-])C(=O)[O-])=O 7-(2-(4,7,10-tris(2-(tert-butoxy)-2-oxoethyl)-1,4,7,10-tetraazacyclododec-1-yl)acetyl)-1,4,7,10-tetraazacyclododecane-1,4-dicarboxylate